COC1CCN(CC1)C[B-](F)(F)F.[K+] Potassium ((4-methoxypiperidin-1-yl)methyl)trifluoroborate